ClC1=CC=C(CN2C(C3=CC=CC=C3C(C2C=2C=NC3=CC=CC=C3C2)C(=O)O)=O)C=C1 2-(4-chloro-benzyl)-1-oxo-3-quinolin-3-yl-1,2,3,4-tetrahydro-isoquinoline-4-carboxylic acid